O=S1(CCC1)=NC1=CC=NN1C=1C(=NC=CN1)C(C)NC(C1=CC(=CC(=C1)C(F)(F)F)C(F)(F)F)=O N-(1-(3-(5-((1-oxido-λ6-thietan-1-ylidene)amino)-1H-pyrazol-1-yl)pyrazin-2-yl)ethyl)-3,5-bis(trifluoromethyl)benzamide